COC1=CC(=NC=C1)CN1C(C2=CC=CC(=C2C1)C=1C(=NC=CC1)C)=O 2-((4-methoxypyridin-2-yl)methyl)-4-(2-methylpyridin-3-yl)isoindolin-1-one